C(C)(=O)O[C@H]1[C@@H](OC[C@H]1OC(C)=O)N1C2=NC(=NC(=C2N=C1C#CCCCC)Cl)C#CCCCC (2R,3R,4R)-2-(6-Chloro-2,8-di(hex-1-yn-1-yl)-9H-purin-9-yl)tetrahydrofuran-3,4-diyl diacetate